C1(CC1)C=1N=C(N=NC1C1=C(C=C(C=O)C=C1)OCOCC)N[C@H]1CN(CCC1)C([2H])([2H])[2H] (R)-4-(5-cyclopropyl-3-((1-(methyl-d3)piperidin-3-yl)amino)-1,2,4-triazin-6-yl)-3-(ethoxymethoxy)benzaldehyde